[(6-acetamidohexanoyl)oxy]phosphonate C(C)(=O)NCCCCCC(=O)OP([O-])([O-])=O